FC(C(C(C(C(F)(F)F)(C(F)(F)F)F)=O)(OC(C(F)(F)F)(F)F)F)(F)F perfluoro(2-ethoxy-4-methyl-3-pentanone)